C(C)C1(CNCCC1=O)F 3-ethyl-3-fluoro-4-oxopiperidin